C(C=1C(C(=O)O)=CC=CC1)(=O)O.C(C=C)(=O)O.C(C=C)(=O)O.CC(COC(C)COC(C)CO)O tripropylene glycol diacrylate phthalate